NCC1(CCCCC1)CN trans-bis(aminomethyl)cyclohexane